CC1=C(C(=C(C1([Rh](Cl)Cl)C)C)C)C pentamethyl-cyclopentadienyl-rhodium chloride